C(C)(C)OC1=C(C(=CC=C1)OC)C1=CC2=C(C(OC=3C=C(C=CC23)OC)(C)C)S1 2-(2-Isopropoxy-6-methoxyphenyl)-7-methoxy-4,4-dimethyl-4H-thieno[2,3-c]chromene